BrC1=CC=C(CC=2C=C(N3N=CC=CC32)C(=O)O)C=C1 5-(4-bromobenzyl)-pyrrolo[1,2-b]pyridazine-7-carboxylic acid